(S)-N-(7-((4-Hydroxytetrahydro-2H-pyran-4-yl)ethynyl)-5-methyl-4-oxo-2,3,4,5-tetrahydrobenzo[b][1,4]oxazepin-3-yl)-4-phenoxypicolinamid OC1(CCOCC1)C#CC1=CC2=C(OC[C@@H](C(N2C)=O)NC(C2=NC=CC(=C2)OC2=CC=CC=C2)=O)C=C1